(S)-2-amino-4,5,6,7-tetrahydro-6-propylaminobenzothiazole NC=1SC2=C(N1)CC[C@@H](C2)NCCC